5-(4-chloro-2-fluoro-phenyl)-2,3-dimethyl-7-((3S)-3-(3-methyl-1,2,4-oxadiazol-5-yl)-1-piperidinyl)pyrido-[4,3-d]pyrimidin-4(3H)-one ClC1=CC(=C(C=C1)C1=NC(=CC=2N=C(N(C(C21)=O)C)C)N2C[C@H](CCC2)C2=NC(=NO2)C)F